OC(C(=O)O)(C(C)=O)C 2-HYDROXY-2-METHYL-3-OXOBUTANOIC ACID